Cl.N[C@@H]1[C@@H](CCCC1)NC(=O)C1=CN(CCS1)C1=C2C(=NC=C1)NC=C2C N-((1R,2S)-2-aminocyclohexyl)-4-(3-methyl-1H-pyrrolo[2,3-b]pyridin-4-yl)-3,4-dihydro-2H-1,4-thiazine-6-carboxamide hydrochloride